NC1=C2N=CN(C2=NC(=N1)Cl)[C@H]1[C@H]([C@@H]([C@H](O1)COC(C(=O)O)(C(=O)O)CC1=CC(=CC=C1)C(N(C)C)=O)O)F 2-(((2R,3R,4S,5R)-5-(6-amino-2-chloro-9H-purin-9-yl)-4-fluoro-3-hydroxytetrahydrofuran-2-yl)methoxy)-2-(3-(dimethylcarbamoyl)benzyl)malonic acid